(diethylamino)-ethyl methacrylate C(C(=C)C)(=O)OCCN(CC)CC